OP(O)(=O)OP(=O)(O)O.C1(=CC=CC=C1)C1=C(C(=C(C(=C1O)C1=CC=CC=C1)C1=CC=CC=C1)C(C)(C)C1=CC=C(C=C1)O)C1=CC=CC=C1 tetraphenyl-bisphenol A diphosphate